C(C=CC=CC=CC=CC=CC=CCCCCCCCCC)(=O)OC[C@@H](OC(C=CC=CC=CC=CC=CC=CCCCCCCCCC)=O)COP(=O)(O)O 1,2-di-docosahexaenoyl-sn-glycero-3-phosphate